FC1=C(C(=CC2=CC=C(C=C12)OC1COC1)O)N1CC(NS1(=O)=O)=O 5-{1-fluoro-3-hydroxy-7-[(oxetan-3-yl)oxy]naphthalen-2-yl}-1λ6,2,5-thiadiazolidine-1,1,3-trione